CC1=C2CCC=3C=4C=CC5=CC=CC=C5C4C=C(C=C1)C32 3-methylcholanthrene